dibromo-benzenedimethanol BrC=1C(=C(C(=CC1)CO)CO)Br